OC1=C(C2=C(C(/C(/O2)=C/C2=CN(C3=CC=C(C=C23)OC)C)=O)C=C1)C (2Z)-6-hydroxy-2-[(5-methoxy-1-methyl-1H-indol-3-yl)methylene]-7-methyl-1-benzofuran-3(2H)-one